FC1=C(C(=C(C(=C1F)F)F)F)CNN 2,3,4,5,6-pentafluorophenylmethylhydrazine